CC1(OB(OC1(C)C)C1=CC=C(C=C1)N(C1=CC=C(C=C1)B1OC(C(O1)(C)C)(C)C)C1=C(C=C(C=C1)OC)OC)C N,N-bis[4-(4,4,5,5-tetramethyl-1,3,2-dioxaborolan-2-yl)phenyl]-2,4-dimethoxyphenylamine